2-(trimethylsilyl)pyridine C[Si](C1=NC=CC=C1)(C)C